CC1=NN=C(N=N1)C1=CC=C(C=C1)CC(=O)NCC(=O)NCC(=O)N[C@@H](CO)C(=O)NCC(=O)NCC(=O)NCC(=O)N[C@@H](CO)C(=O)NCC(=O)NCC(=O)NCC(=O)N[C@@H](CO)C(=O)N[C@@H](CC(N)=O)C(=O)NCC(=O)N[C@@H](CC(C)C)C(=O)N[C@@H](CC1=CNC=N1)C(=O)O (2-(4-(6-methyl-1,2,4,5-tetrazin-3-yl)phenyl)acetyl)glycylglycyl-L-serylglycylglycylglycyl-L-serylglycylglycylglycyl-L-seryl-L-asparaginylglycyl-L-leucyl-L-histidine